C(C1=CC=CC=C1)OC=1C=C2C(=CC=NC2=CC1OC)O 6-(benzyloxy)-7-methoxyquinolin-4-ol